ClC1=C(C=CC(=C1)C(F)(F)F)NC(CN1C=2N(C(C(=C1CC)N1CCN(CC1)C(=O)C1=NC=NC(=C1O)C)=O)N=C(N2)C2CC2)=O N-(2-chloro-4-(trifluoromethyl)phenyl)-2-(2-cyclopropyl-5-ethyl-6-(4-(5-hydroxy-6-methyl-pyrimidine-4-carbonyl)piperazin-1-yl)-7-oxo-[1,2,4]triazolo[1,5-a]pyrimidin-4(7H)-yl)acetamide